4-(3-bromo-1-((2-(trimethylsilyl)ethoxy)methyl)-1H-pyrazol-5-yl)-5-methylpyridazine BrC1=NN(C(=C1)C1=CN=NC=C1C)COCC[Si](C)(C)C